BrC=1C=C(C=CC1)C1CC(CC2=CC=CC=C12)=O 4-(3-bromophenyl)-3,4-dihydronaphthalen-2(1H)-one